CC=1C=C(C=CC1N1C(CCC1)=O)B1OC(C)(C)C(C)(C)O1 3-Methyl-4-(2-oxo-1-pyrrolidinyl)phenylboronic acid pinacol ester